3-(2-{[(3S)-1-(5-aminopentyl)tetrahydro-1H-pyrrole-3-yl]amino}-5-(trifluoromethyl)pyrimidin-4-yl)-1H-indole-6-carboxylic acid NCCCCCN1C[C@H](CC1)NC1=NC=C(C(=N1)C1=CNC2=CC(=CC=C12)C(=O)O)C(F)(F)F